FC=1C=C(C=CC1O)C(C(=O)O)(C)C 2-(3-fluoro-4-hydroxyphenyl)-2-methylpropanoic acid